methyl aminoethyl-sulfonate NCCS(=O)(=O)OC